(R)-5-chloro-3-methyl-2-(8-(piperidin-3-yl)-5,6,7,8-tetrahydropyrido[2,3-c]pyridazin-3-yl)phenol ClC=1C=C(C(=C(C1)O)C1=CC2=C(N=N1)N(CCC2)[C@H]2CNCCC2)C